4,4-dihydroxybutyl methacrylate C(C(=C)C)(=O)OCCCC(O)O